isoeugenol potassium salt [K].C=1(C(O)=CC=C(C=CC)C1)OC